3-[4-(2,4-Dihydroxyphenoxy)phenyl]-1-phenylprop-2-en-1-one OC1=C(OC2=CC=C(C=C2)C=CC(=O)C2=CC=CC=C2)C=CC(=C1)O